NC=1C(=NC(=C(N1)F)B1OC(C(O1)(C)C)(C)C)C=1C=C2CCNC(C2=CC1F)=O 6-(3-amino-5-fluoro-6-(4,4,5,5-tetramethyl-1,3,2-dioxaborolan-2-yl)pyrazin-2-yl)-7-fluoro-3,4-dihydroisoquinolin-1(2H)-one